(1R,4R)-4-((6-(bis(4-methoxybenzyl)amino)-5-nitropyrimidine-4-yl)amino)cyclohexane-1-carboxylic acid ethyl ester C(C)OC(=O)C1CCC(CC1)NC1=NC=NC(=C1[N+](=O)[O-])N(CC1=CC=C(C=C1)OC)CC1=CC=C(C=C1)OC